C(=C)[C@@H]1CN(CC1)C(=O)OC(C)(C)C tert-butyl (R)-3-vinylpyrrolidine-1-carboxylate